N-(4-isocyano-2,6-dimethylbenzyl)-2-(2H-tetrazol-5-yl)pyrimidin-4-amine [N+](#[C-])C1=CC(=C(CNC2=NC(=NC=C2)C=2N=NNN2)C(=C1)C)C